COC(C1=CC(=CC(=C1)C)C)=O methyl-3,5-dimethylbenzoate